C(CCCCCCC\C=C/CCCCCC)(=O)OCCCCCCCCCCCCC tridecyl (Z)-hexadec-9-enoate